N[C@@H](COCCC(=O)O)COCC1=CC=CC=C1 (S)-3-(2-amino-3-(benzyloxy)propoxy)propionic acid